N1(CCNCC1)C=1C=CC=2N(C(C=C(N2)C=2C=NC=CC2)=O)C1 7-(piperazin-1-yl)-2-(pyridin-3-yl)-4H-pyrido[1,2-a]pyrimidin-4-one